o-(4-hydroxybenzoyl)-benzoic acid OC1=CC=C(C(=O)C2=C(C(=O)O)C=CC=C2)C=C1